COCC1(CCNCC1)CNC(OCC1=CC=CC=C1)=O benzyl ((4-(methoxymethyl)piperidin-4-yl)methyl)carbamate